CC(C(=O)N1N=CCC1C1=NC=C(C=C1)C)(C)C 2,2-dimethyl-1-(5-(5-methylpyridin-2-yl)-4,5-dihydro-1H-pyrazol-1-yl)propan-1-one